4-n-octyl-benzenesulfonic acid sodium salt [Na+].C(CCCCCCC)C1=CC=C(C=C1)S(=O)(=O)[O-]